4,6-dimethyl-2-(1H-pyrazol-4-yl)-5,7-dihydro-3-oxa-1-thia-7-aza-acenaphthylen-8(4H)-one CC1OC2=C(SC=3C(NC(=C(C1)C32)C)=O)C=3C=NNC3